1-(4-methoxypyridin-2-yl)pyrazol COC1=CC(=NC=C1)N1N=CC=C1